FC=1C=C(C=CC1)C1=C2N(C(=NC1=O)NC1CC(C1)(C)O)C=CC(=C2)C(F)(F)F (3-fluorophenyl)-1-(((1S,3S)-3-hydroxy-3-methylcyclobutyl)amino)-6-(trifluoromethyl)-3H-pyrido[1,2-c]pyrimidin-3-one